N-(7-((2R,3R,4S,5R)-3,4-dihydroxy-5-(hydroxymethyl)tetrahydrofuran-2-yl)-7H-pyrrolo[2,3-d]pyrimidin-4-yl)benzamide O[C@H]1[C@@H](O[C@@H]([C@H]1O)CO)N1C=CC2=C1N=CN=C2NC(C2=CC=CC=C2)=O